N(α)-methyl-glutamine CN[C@@H](CCC(N)=O)C(=O)O